C(C)(C)(C)C=1C=C(C=CC1)C1=NC2=C(N1)C=CC=C2 2-(3-tert-Butylphenyl)-1H-benzo[d]imidazole